FC(C(=O)O)(F)F.C(C1=CC=CC=C1)C=1NC(=CN1)C1=C2C(=NC=C1)NC=C2 4-(2-benzyl-1H-imidazol-5-yl)-1H-pyrrolo[2,3-b]pyridine trifluoroacetate salt